6-Chloro-3-[(1R)-1-[2-([1,3]dioxolo[4,5-b]pyridin-6-yl)-3,6-dimethyl-4-oxo-chromen-8-yl]ethoxy]pyridine-2-carboxamide ClC1=CC=C(C(=N1)C(=O)N)O[C@H](C)C=1C=C(C=C2C(C(=C(OC12)C=1C=C2C(=NC1)OCO2)C)=O)C